(R)-N-(8,9-Difluoro-6-oxo-1,4,5,6-tetrahydro-2H-pyrano[3,4-c]isoquinolin-1-yl)-5-fluoro-N-methylnicotinamide FC=1C(=CC=2C3=C(NC(C2C1)=O)COC[C@@H]3N(C(C3=CN=CC(=C3)F)=O)C)F